4-((3aS,4R,6aR)-4-((1-(cyclohexyloxycarbonyloxy)ethoxy)carbonyl)octahydropyrrolo[3,4-b]pyrrol-4-yl)butylboronic acid C1(CCCCC1)OC(=O)OC(C)OC(=O)[C@@]1(NC[C@@H]2NCC[C@@H]21)CCCCB(O)O